acryloyloxy-2-hydroxyethyl phthalate C(C=1C(C(=O)[O-])=CC=CC1)(=O)OCC(O)OC(C=C)=O